(6r,8s,10r,12s)-7,15-diazatetracyclo[7.7.1.02,7.010,15]Heptadecane C12C3CCCCN3CC([C@H]3CCCCN3C1)C2